FC1(CN(CC1)C(C(F)(F)C=1C=C(C(=O)NC2=CC(=C(C=C2)F)C)C=CC1F)=O)F 3-(2-(3,3-difluoropyrrolidin-1-yl)-1,1-difluoro-2-oxoethyl)-4-fluoro-N-(4-fluoro-3-methylphenyl)benzamide